ClCCCl (d)-1,2-dichloroethane